heptadecan-9-yl 8-((3-(1H-imidazole-2-sulfonamido)propyl)(8-oxo-8-(undecan-3-yloxy)octyl)amino)octanoate N1C(=NC=C1)S(=O)(=O)NCCCN(CCCCCCCC(=O)OC(CCCCCCCC)CCCCCCCC)CCCCCCCC(OC(CC)CCCCCCCC)=O